1-bromo-4-(bromomethyl)-5-chloro-2-fluorobenzene BrC1=C(C=C(C(=C1)Cl)CBr)F